1-(5,6-difluoro-1H-indol-3-yl)-N,N-dimethylmethanamine FC=1C=C2C(=CNC2=CC1F)CN(C)C